N1(C=NC=C1)C1=CC=C(C=N1)/C=C/C=1C=NC(=NC1)N1C[C@@H](N(CC1)C1=NC=C(C=N1)OCC(CF)O)COC 1-((2-((R)-4-(5-((E)-2-(6-(1H-imidazol-1-yl)pyridin-3-yl)vinyl)pyrimidin-2-yl)-2-(methoxymethyl)piperazin-1-yl)pyrimidin-5-yl)oxy)-3-fluoropropan-2-ol